rac-2-(2,4-difluorophenyl)-N-[(4-isopropyl-2,5-dioxoimidazolidin-4-yl)methyl]-2H-1,2,3-triazole-4-carboxamide FC1=C(C=CC(=C1)F)N1N=CC(=N1)C(=O)NC[C@]1(NC(NC1=O)=O)C(C)C |r|